N1=C(C=CC=C1)C=1C=NC(=CC1)CN1C=CC2=CC=CC(=C12)C(=O)NC1(CC1)C12CC(C1)(C2)C(=O)OC methyl 3-(1-(1-([2,3'-bipyridin]-6'-ylmethyl)-1H-indole-7-carboxamido)cyclopropyl)bicyclo[1.1.1]pentane-1-carboxylate